FC1(OC2=C(O1)C=CC(=C2)NC(=O)NC2=CC(=C(C=C2)OCCCN(C)C)C=2N(N=CC2)C)F 1-(2,2-Difluoro-benzo[1,3]dioxol-5-yl)-3-[4-(3-dimethylamino-propoxy)-3-(2-methyl-2H-pyrazol-3-yl)-phenyl]-urea